Tert-butyl-((1R,3S)-3-((6-chloro-2-(trifluoromethyl)quinolin-4-yl)-amino)cyclohexane) carbamate C(N)(O)=O.C(C)(C)(C)[C@H]1C[C@H](CCC1)NC1=CC(=NC2=CC=C(C=C12)Cl)C(F)(F)F